CN(C(=O)C=1SC=C(C1NC(C[N+]1(CCCCCC1)CC(=O)NC1=C(SC=C1C)C(=O)OC)=O)C)C 1-(2-((2-(dimethylcarbamoyl)-4-methylthiophen-3-yl)amino)-2-oxoethyl)-1-(2-((2-(methoxycarbonyl)-4-methylthiophen-3-yl)amino)-2-oxoethyl)azepan-1-ium